8-bromoimidazo[1,5-a]quinoxaline-4(5H)-one BrC1=CC=C2NC(C=3N(C2=C1)C=NC3)=O